O=C1NC(CC[C@@H]1N1C(C2=CC=CC(=C2C1=O)NCC(=O)N1CCN(CC1)C=1C=C(CNC2=C3N=CN(C3=NC=N2)C2CC(C2)NC(C2=NC(=CC=C2)C)=O)C=CC1)=O)=O N-((1s,3s)-3-(6-((3-(4-((2-(2,6-dioxopiperidin-3-yl)-1,3-dioxoisoindoline-4-yl)glycyl)piperazin-1-yl)benzyl)amino)-9H-purin-9-yl)cyclobutyl)-6-methylpicolinamide